3-(2,4-dichloro-7H-pyrrolo[2,3-d]pyrimidin-7-yl)propionitrile ClC=1N=C(C2=C(N1)N(C=C2)CCC#N)Cl